(1r,3r)-3-(3-(difluoromethoxy)phenoxy)cyclobutane-1-amine hydrochloride Cl.FC(OC=1C=C(OC2CC(C2)N)C=CC1)F